BrC1=CC2=CC=C(C=C2C=C1)OCC(CCCC)CC 2-bromo-6-(2-ethylhexyloxy)naphthalene